8-cyclopropyl-8-azabicyclo[3.2.1]octan C1(CC1)N1C2CCCC1CC2